phenyl-1-(methylethylidene)benzene tert-butyl-3-[4-[3-[(tert-butoxycarbonylamino)methyl]pyrrolidin-1-yl]-2-[2-fluoro-4-(trifluoromethyl)phenyl]pyrimidin-5-yl]pyrrolidine-1-carboxylate C(C)(C)(C)OC(=O)N1CC(CC1)C=1C(=NC(=NC1)C1=C(C=C(C=C1)C(F)(F)F)F)N1CC(CC1)CNC(=O)OC(C)(C)C.C1(=CC=CC=C1)C1C(C=CC=C1)=C(C)C